2-methylbenzamide hydrochloride Cl.CC1=C(C(=O)N)C=CC=C1